BrC=1C(=C2CCC(N(C2=CC1)C(=O)C1CC1)C)OC1=CC(=C(C=C1)F)F 6-bromo-5-(3,4-difluorophenoxy)-2-methyl-3,4-dihydroquinolin-1(2H)-yl(cyclopropyl)methanone